Methyl (1S,2S)-2-(5,6-difluorobenzo[d]oxazol-2-yl)cyclopropane-1-carboxylate FC=1C(=CC2=C(N=C(O2)[C@@H]2[C@H](C2)C(=O)OC)C1)F